C(CCC)S(=O)(=O)NCCCCCCCCCCCCCCCC(=O)O 16-(butylsulfonamido)hexadecanoic acid